C(CCCCCCCCCCCCCOC(CCCC(C)C1OC(OC1)=O)(C)C)OC(CCCC(C)C1OC(OC1)=O)(C)C 4,4'-((tetradecane-1,14-diylbis(oxy))bis(6-methylheptane-6,2-diyl))bis(1,3-dioxolan-2-one)